5-((1S,5R)-1-(5-(1-methylpiperidin-4-yl)-1,3,4-oxadiazol-2-yl)-5-(trifluoromethyl)-3-azabicyclo[3.1.0]hexane-3-yl)-[1,2,4]triazolo[1,5-a]pyridine-8-carbonitrile CN1CCC(CC1)C1=NN=C(O1)[C@@]12CN(C[C@]2(C1)C(F)(F)F)C1=CC=C(C=2N1N=CN2)C#N